cyclopentyl(4-(((2R,3R,4R,5S)-3,4,5-trihydroxy-2-methylpiperidin-1-yl)methyl)piperidin-1-yl)methanone C1(CCCC1)C(=O)N1CCC(CC1)CN1[C@@H]([C@H]([C@@H]([C@H](C1)O)O)O)C